5-(1H-indole-2-carbonyl)-N,N-dimethyl-4H,5H,6H,7H-pyrazolo[1,5-a]pyrazine-3-sulfonamide N1C(=CC2=CC=CC=C12)C(=O)N1CC=2N(CC1)N=CC2S(=O)(=O)N(C)C